CC1=C(C(=C(C1([Hf+2]C1(C=CC2=CC=3CCCC3C=C12)C)C)C)C)C Pentamethylcyclopentadienyl-(1-methyl-1,5,6,7-tetrahydro-s-indacenyl)hafnium (IV)